5-(((trans-3-(5-benzyl-3-cyclopropyl-1H-pyrazol-1-yl)cyclobutyl)methyl)amino)-2-(2,6-dioxopiperidin-3-yl)isoindoline-1,3-dione C(C1=CC=CC=C1)C1=CC(=NN1[C@@H]1C[C@H](C1)CNC=1C=C2C(N(C(C2=CC1)=O)C1C(NC(CC1)=O)=O)=O)C1CC1